N1CCC(=CC1)C1=CC=C(C=C1)NC(=O)N1CC=2C=NC=CC2C1 N-(4-(1,2,3,6-tetrahydropyridin-4-yl)phenyl)-1,3-dihydro-2H-pyrrolo[3,4-c]pyridine-2-carboxamide